2-(2-((5-(1-aminoisoquinolin-7-yl)-1'-(methylsulfonyl)-2,3-dihydrospiro[inden-1,4'-piperidin]-3-yl)oxy)-6-methylphenyl)acetic acid NC1=NC=CC2=CC=C(C=C12)C=1C=C2C(CC3(CCN(CC3)S(=O)(=O)C)C2=CC1)OC1=C(C(=CC=C1)C)CC(=O)O